OC(=O)C(F)(F)F.CC1(CCNCC1)C(=O)N1OCC[C@H]1C=1C=NC=NC1 (4-methyl-4-piperidinyl)-[(3S)-3-pyrimidin-5-yl-isoxazolidin-2-yl]methanone TFA salt